C(C1=CC=CC=C1)N([C@H](C=O)[C@H](CC)C)C (2S,3S)-2-[benzyl(methyl)amino]-3-methylpentanal